Platinum (III) telluride [Pt+]=[Te]